[7-[2-[4-[[5-[4-anilino-3-(methyl carbamoyl)-6-quinolyl]pyridine-2-carbonyl]amino]butylamino]-2-oxo-ethoxy]-2-(2,6-dioxo-3-piperidyl)-3-oxo-isoindolin-5-yl] methanesulfonate CS(=O)(=O)OC=1C=C2C(N(CC2=C(C1)OCC(=O)NCCCCNC(=O)C1=NC=C(C=C1)C=1C=C2C(=C(C=NC2=CC1)C(NC)=O)NC1=CC=CC=C1)C1C(NC(CC1)=O)=O)=O